1-ethyl-3-(3-fluoro-4-((4-(2-methyl-6-(1H-pyrazol-1-yl)pyridin-3-yl)piperazin-1-yl)methyl)pyridin-2-yl)urea C(C)NC(=O)NC1=NC=CC(=C1F)CN1CCN(CC1)C=1C(=NC(=CC1)N1N=CC=C1)C